3',5'-bis(carbazol-9-yl)biphenyl C1=CC=CC=2C3=CC=CC=C3N(C12)C=1C=C(C=C(C1)N1C2=CC=CC=C2C=2C=CC=CC12)C1=CC=CC=C1